5-((4-(hex-3-ylamino)-5-methylpyrimidin-2-yl)amino)benzo[c][1,2]oxaborol-1(3H)-ol CCC(CCC)NC1=NC(=NC=C1C)NC1=CC2=C(B(OC2)O)C=C1